9-benzyl-9-azabicyclo[3.3.1]nonan-3-ol C(C1=CC=CC=C1)N1C2CC(CC1CCC2)O